methyl-(8-((2-chloropyrimidin-5-yl)methyl)-3-(4-(difluoromethoxy)phenyl)pyrido[2,3-d]pyrimidine-2,4(3H,8H)-dione) CC=1C=CN(C2=NC(N(C(C21)=O)C2=CC=C(C=C2)OC(F)F)=O)CC=2C=NC(=NC2)Cl